6-(6-(dimethylamino)quinolin-4-ylamino)-N-(4-(2-isopropylpyridin-4-ylamino)phenyl)nicotinamide CN(C=1C=C2C(=CC=NC2=CC1)NC1=NC=C(C(=O)NC2=CC=C(C=C2)NC2=CC(=NC=C2)C(C)C)C=C1)C